ClC1=C(C=CC=C1N=S(=O)(C)C)SC=1C=CC=2C(=NC=CN2)N1 6-((2-chloro-3-((dimethyl(oxo)-λ6-sulfanylidene)amino)phenyl)thio)pyrido[2,3-b]pyrazine